ClC=1C=CC(=NC1)C(O)C1=CC=C(C=C1)C (5-Chloropyridin-2-yl)(p-tolyl)methanol